((S)-1-(((S)-4-(cyclopropylamino)-3,4-dioxo-1-((S)-2-oxopyrrolidin-3-yl)butan-2-yl)amino)-4,4-difluoro-1-oxobutan-2-yl)carbamic acid 2-(3-chlorophenyl)-2,2-difluoro-1-phenylethyl ester ClC=1C=C(C=CC1)C(C(C1=CC=CC=C1)OC(N[C@H](C(=O)N[C@@H](C[C@H]1C(NCC1)=O)C(C(=O)NC1CC1)=O)CC(F)F)=O)(F)F